FC1=C(C=C(C=C1)CC1=NNC(C2=CC=CC=C12)=O)C1=CC2=C(NC(=N2)NC(OC(C)CC)=O)C=C1 sec-Butyl (5-(2-fluoro-5-((4-oxo-3,4-dihydrophthalazin-1-yl)methyl)phenyl)-1H-benzoimidazol-2-yl)carbamate